CC1C(CCC(=C1)C)C=O 2,4-dimethylcyclohex-3-eneformaldehyde